C1=CC=C(C(=C1)C(=O)NC2=C(C=C(C=C2)Br)Cl)Cl n-(4-bromo-2-chlorophenyl)benzamide